((tert-Butyldimethylsilanyloxy)methyl)-1-(cyanomethyl)cyclopropane-1-carboxylic acid ethyl ester C(C)OC(=O)C1(C(C1)CO[Si](C)(C)C(C)(C)C)CC#N